C(#N)C(C(=O)O)=COC 2-cyano-3-methoxyprop-2-enoic acid